C(C)(C)C1=C(C=CC=C1)C1N(C(CNC1)=O)C1CC2(C1)CCN(CC2)C(=O)OC(C)(C)C tert-butyl 2-(2-(2-isopropylphenyl)-6-oxopiperazin-1-yl)-7-azaspiro[3.5]Nonane-7-carboxylate